methyl 2-(3-(4-fluoro-2-methoxyphenyl)-1-methylureido)-5-oxo-5H-thieno[3,2-b]pyran-6-carboxylate FC1=CC(=C(C=C1)NC(N(C)C1=CC=2OC(C(=CC2S1)C(=O)OC)=O)=O)OC